NC1=C(SC=2N=C(N=CC21)C)C(=O)NC2CC=1C=CC(=NC1CC2)N2CC(C(C2)OCC(C)OC)N 5-amino-N-{2-[3-amino-4-(2-methoxypropoxy)pyrrolidin-1-yl]-5,6,7,8-tetrahydroquinolin-6-yl}-2-methylthieno[2,3-d]pyrimidine-6-carboxamide